[(3R)-1,4-oxazepan-3-yl]methanol hydrochloride Cl.O1C[C@H](NCCC1)CO